1-{[2-(4-fluorophenoxy)-5-nitrophenyl]methyl}-1H-imidazole FC1=CC=C(OC2=C(C=C(C=C2)[N+](=O)[O-])CN2C=NC=C2)C=C1